COC1=C2C=CNC2=C(C=C1)C 4-methoxy-7-methylindole